(3R)-3-(1,4-Dimethyl-1H-benzo[d][1,2,3]triazol-5-yl)-3-(3-((2-((4-ethylpiperidin-1-yl)methyl)-1H-imidazol-1-yl)methyl)-4-methylphenyl)-2-methylpropanoic acid, trifluoroacetic acid salt FC(C(=O)O)(F)F.CN1N=NC2=C1C=CC(=C2C)[C@H](C(C(=O)O)C)C2=CC(=C(C=C2)C)CN2C(=NC=C2)CN2CCC(CC2)CC